2-(6-{5-chloro-2-[(oxan-4-yl)amino]pyrimidin-4-yl}-4-fluoro-1-oxo-2,3-dihydro-1H-isoindol-2-yl)-N-[(1S)-2-hydroxy-1-(3-methoxyphenyl)ethyl]acetamide ClC=1C(=NC(=NC1)NC1CCOCC1)C1=CC(=C2CN(C(C2=C1)=O)CC(=O)N[C@H](CO)C1=CC(=CC=C1)OC)F